2-methyl-1-(4-((trimethylsilyl)ethynyl)phenyl)propan-2-yl (tert-butoxycarbonyl)alaninate C(C)(C)(C)OC(=O)N[C@@H](C)C(=O)OC(CC1=CC=C(C=C1)C#C[Si](C)(C)C)(C)C